[O-2].C(C)O[V+2](OCC)OCC triethoxyvanadium (V) oxide